COC(C1=CC(=C(C(=C1)NCCN1C(=NC=C1)C)N)F)=O.FC1=CC(=CC=2N(C(=NC21)CO)CCN2C(=NC=C2)C)C(=O)OC Methyl 4-fluoro-2-(hydroxymethyl)-1-(2-(2-methyl-1H-imidazol-1-yl)ethyl)-1H-benzo[d]imidazole-6-carboxylate Methyl-4-amino-3-fluoro-5-(2-(2-methyl-1H-imidazol-1-yl)ethyl)aminobenzoate